COC(C(=O)O)C1=CC=CC=C1 alpha-Methoxyphenylacetic acid